6-(2-Acetaminophenoxy)benzo[b]thiophene-2-carboxylic acid N(C(=O)C)C1=C(OC=2C=CC3=C(SC(=C3)C(=O)O)C2)C=CC=C1